C(C)(C)(C)OC(=O)N1C[C@@H](CCC1)NC=1C(N(C(=NN1)C1=C(C=C(C=C1)C#C[Si](C)(C)C)OC)C)=O (R)-3-((3-(2-methoxy-4-((trimethylsilyl)ethynyl)phenyl)-4-methyl-5-oxo-4,5-dihydro-1,2,4-triazin-6-yl)amino)piperidine-1-carboxylic acid tert-butyl ester